N-tert-butyl-2-methyl-2-{methyl[2-(pyridin-2-yl)-5H,6H,7H-cyclopenta[d]pyrimidin-4-yl]amino}propanamide C(C)(C)(C)NC(C(C)(N(C=1C2=C(N=C(N1)C1=NC=CC=C1)CCC2)C)C)=O